C(C)(C)(C)OC(=O)N1C=C(C=2C1=NC=C(C2)C=2C=C1CCNC(C1=C(C2)[C@H]2N(CCOC2)C(=O)[O-])C(C)(C)C)C (R)-3-(6-(1-(tert-butoxycarbonyl)-3-methyl-1H-pyrrolo[2,3-b]pyridin-5-yl)-tert-butyl 1,2,3,4-tetrahydroisoquinolin-8-yl)morpholine-4-carboxylate